C(C)(C)(C)OC(=O)NCCCCCCCCN N-tert-butoxycarbonyl-1,8-octylenediamine